4-(hexadecyldithio)butanol C(CCCCCCCCCCCCCCC)SSCCCCO